The molecule is an azaspiro compound that consists of 1,3,8-triazaspiro[4.5]decan-4-one having a phenyl group attached to N-1 and a 3-(4-fluorophenoxy)propyl attached to N-8. Selective 5-HT antagonist, which binds to 5-HT2 sites as potently as spiperone but has lower affinity for 5-HT2C receptors. Also a high affinity D2 receptor antagonist (Ki = 3 nM). Lacks the disruptive effect of spiperone on animal behaviour. It has a role as a dopaminergic antagonist and a serotonergic antagonist. It is an azaspiro compound, an organofluorine compound, an aromatic ether, a tertiary amino compound and a member of piperidines. C1CN(CCC12C(=O)NCN2C3=CC=CC=C3)CCCOC4=CC=C(C=C4)F